ClC1=CC=C(N=N1)C1=C(C=C2N=CC=NC2=C1)O 7-(6-Chloropyridazin-3-yl)quinoxalin-6-ol